O1C=C(C(=C1)CO)CO 3,4-furan-dimethanol